C1(=CC=CC=C1)C(N1CC(C1)N1N=CC(=C1)[N+](=O)[O-])C1=CC=CC=C1 1-[1-(diphenylmethyl)azetidin-3-yl]-4-nitro-1H-pyrazole